1,6-bis(methylthio)naphthalene CSC1=CC=CC2=CC(=CC=C12)SC